3-(2-oxo-5-(pyridin-2-yl)benzo[cd]indol-1(2H)-yl)piperidine-2,6-dione O=C1N(C2=CC=CC=3C2=C1C=CC3C3=NC=CC=C3)C3C(NC(CC3)=O)=O